(1r,4r)-4-(3-Chloroanilino)-2'-(3-cyclopentylpropyl)-2',3'-dihydrospiro[cyclohexane-1,1'-indene]-4-carboxylic acid ClC=1C=C(NC2(CCC3(C(CC4=CC=CC=C34)CCCC3CCCC3)CC2)C(=O)O)C=CC1